C(C)(C)(C)OC(=O)C1COC2(C1N(C=1C=CC(=CC21)O[C@H]2[C@@H](CC[C@H](C2)C)C(C)C)S(=O)(=O)C2=CC=C(C)C=C2)C(F)(F)F 7-(((1r,2s,5r)-2-isopropyl-5-methylcyclohexyl)oxy)-4-p-toluenesulfonyl-8b-(trifluoromethyl)-3,3a,4,8b-tetrahydro-2H-furo[3,2-b]indole-3-carboxylic acid tert-butyl ester